(S)-1-(Cyclopropylmethyl)-N-(3-(3-((4-methyl-4H-1,2,4-triazol-3-yl)methyl)oxetan-3-yl)phenyl)-5-((3-methylpiperidin-1-yl)methyl)-2-oxo-1,2-dihydropyridine-3-carboxamide C1(CC1)CN1C(C(=CC(=C1)CN1C[C@H](CCC1)C)C(=O)NC1=CC(=CC=C1)C1(COC1)CC1=NN=CN1C)=O